CC(C)(C)[S@@](=O)NC(C)C=1SC=C(N1)C1=CC(=CC=2C=COC21)COC2=C(C=CC=C2)CC(=O)OCC ethyl 2-(2-((7-(2-(1-((R)-1,1-dimethylethylsulfinamido)ethyl)thiazol-4-yl)benzofuran-5-yl)methoxy)phenyl)acetate